(R)-7-chloro-4-(1-(5-((3,4-dimethylpiperazin-1-yl)methyl)pyrimidin-2-yl)piperidin-4-yl)-1-methyl-1,4-dihydropyrido[2,3-b]pyrazine-2,3-dione ClC1=CC2=C(N(C(C(N2C)=O)=O)C2CCN(CC2)C2=NC=C(C=N2)CN2C[C@H](N(CC2)C)C)N=C1